C(C=C)(=O)N1CCN(CC1)C1CCN(CC1)C=1C=2N(C=C(C1)C=1C=NN(C1)C)N=CC2C#N 4-(4-(4-Acryloylpiperazin-1-yl)piperidin-1-yl)-6-(1-methyl-1H-pyrazol-4-yl)pyrazolo[1,5-a]pyridine-3-carbonitrile